cetyl ether sulfate salt S(=O)(=O)(O)O.C(CCCCCCCCCCCCCCC)OCCCCCCCCCCCCCCCC